FC(C=1C=C(C#N)C=C(C1)C(F)(F)F)(F)F 3,5-Ditrifluoromethyl-benzonitrile